CN1C(N(C(C=C1C(F)(F)F)=O)C=1C(=CC2=C(N(C(C(O2)(F)F)=O)CC#C)C1)F)=O 1-methyl-6-trifluoromethyl-3-(2,2,7-trifluoro-3-oxo-4-prop-2-ynyl-3,4-dihydro-2H-benzo[1,4]oxazin-6-yl)-1H-pyrimidine-2,4-dione